[F-].[Na+].[F-].[Al+3] aluminum fluoride sodium fluoride